2-Amino-6-methoxypyridin-3-ol NC1=NC(=CC=C1O)OC